3-[2-[5-[(3r,5r)-3-amino-5-fluoro-piperidine-1-carbonyl]-7-methoxy-1-methyl-benzimidazol-2-yl]-11-ethyl-1,9-diazatricyclo[6.3.1.04,12]dodeca-2,4(12),5,7-tetraen-9-yl]propionamide N[C@H]1CN(C[C@@H](C1)F)C(=O)C1=CC2=C(N(C(=N2)C=2N3C(CN(C4=CC=CC(C2)=C34)CCC(=O)N)CC)C)C(=C1)OC